CCCC=CCOC(=O)NC=1C=C2C(=CNC2=CC1)C=1CCN(CC1)CC(C)(C)C 5-(4-hexen-6-yloxy)carbonylamino-3-(1-(neopentyl)-1,2,3,6-tetrahydropyridin-4-yl)-1H-indole